methyl 4-[3-(tert-butoxycarbonylamino) cyclobutoxy]-3-hydroxy-benzoate C(C)(C)(C)OC(=O)NC1CC(C1)OC1=C(C=C(C(=O)OC)C=C1)O